O1C=CC=NC=CC=CC=CC=CC=C2C1=CN=CC2=O pyrido[4,3-o][1,5]oxazacyclohexadecin-15-one